NC=1C=C(C=C(C1)F)S(=O)(=O)NCCN(C(OC(C)(C)C)=O)C tert-butyl N-[2-[(3-amino-5-fluoro-phenyl)sulfonylamino]ethyl]-N-methyl-carbamate